C1CC(CCC1S)S 1,4-dithiocyclohexane